CC1C(NC2=CC=CC=C12)=O 3-methyl-2-oxo-dihydro-indole